7-(2-((4-(6-((4-hydroxy-1-(3-phenylbutanoyl)piperidin-4-yl)methyl)-2-methyl-7-oxo-6,7-dihydro-2H-pyrazolo[4,3-d]pyrimidin-3-yl)benzyl)amino)acetamido)heptanamide OC1(CCN(CC1)C(CC(C)C1=CC=CC=C1)=O)CN1C=NC=2C(C1=O)=NN(C2C2=CC=C(CNCC(=O)NCCCCCCC(=O)N)C=C2)C